(2RS,4aSR,9bRS)-2-ethyl-8-methyl-4,4a,5,9b-tetrahydroindeno[1,2-d][1,3]dioxazine C(C)N1OC[C@H]2[C@@H](O1)C1=CC(=CC=C1C2)C |r|